7-[3-chloro-4-[(2-cyclopropyl-4-pyridinyl)oxy]phenyl]-3-(cyclopropylmethyl)-8-(trifluoromethyl)-1,2,4-triazolo[4,3-a]pyridine ClC=1C=C(C=CC1OC1=CC(=NC=C1)C1CC1)C1=C(C=2N(C=C1)C(=NN2)CC2CC2)C(F)(F)F